[Si](C)(C)(C(C)(C)C)OCC(OC1C[C@H]2CC(C[C@H]2C1)O)C1=C(C=CC=C1)OC (3aR,6aS)-5-[2-[t-Butyl(dimethyl)silyl]oxy-1-(2-methoxyphenyl)ethoxy]-1,2,3,3a,4,5,6,6a-octahydropentalen-2-ol